FC1=C(C=CC=C1)C1=NC(=NC(=N1)NC1=CC(=NC=C1)F)NC(C)C (2-fluorophenyl)-N2-(2-fluoropyridin-4-yl)-N4-isopropyl-1,3,5-triazine-2,4-diamine